BrC1=CC=C(C=C1)C[C@@H](C(=O)O)N(C)C(=O)OCC1C2=CC=CC=C2C=2C=CC=CC12 (2S)-3-(4-bromophenyl)-2-[9H-fluoren-9-ylmethoxycarbonyl-(methyl)amino]propanoic acid